O.C(C1=CC=CC=C1)(=O)N benzamide hydrate